Cl.N1(CCOCC1)CCC(=O)C=1C(OC2=CC(=CC=C2C1)C=CC1=CC=CC=C1)=O 3-(3-morpholinyl-propionyl)-7-styrylcoumarin hydrochloride